FC1=CC(=C(C(=C1)C(C)C)NC(=O)NS(=O)(=O)\C=C\[C@H]1N(CCC1)C)C(C)C (S,E)-N-((4-Fluoro-2,6-diisopropylphenyl)carbamoyl)-2-(1-methylpyrrolidin-2-yl)ethen-1-sulfonamid